C(#N)CCCCCC(CCCC)C#N 1,6-Dicyanodecane